BrC1=CC=C(C=C1)[C@@]12[C@H]([C@H]([C@@](C=3C(=CN=CC3OC)O1)(C2=O)O)C(=O)OC)C2=CC=CC=C2 |&1:10| rac-methyl (2R,3R,4R)-2-(4-bromophenyl)-5-hydroxy-6-methoxy-10-oxo-3-phenyl-2,3,4,5-tetrahydro-2,5-methanooxepino[2,3-c]pyridine-4-carboxylate